COC=1C=CC2=C(N=C(S2)NC(=O)C2CC3C=CC2C3)C1 3-[(5-methoxy-1,3-benzothiazol-2-yl)carbamoyl]bicyclo[2.2.1]hept-5-ene